water lithium bromide [Br-].[Li+].O